2-bromo-N-(4-((tert-butyldimethylsilyl)oxy)cyclohexyl)-5-fluoroaniline BrC1=C(NC2CCC(CC2)O[Si](C)(C)C(C)(C)C)C=C(C=C1)F